C(C)(C)(C)OC(=O)NNC(C1=C(C=CC(=C1)OC(F)(F)F)F)=O.NC1=C(C=CC=C1)NC(C1=CC=C(C=C1)CNC(=O)OCC=1C=NC=CC1)=O N-(2-aminophenyl)-4-[N-(pyridin-3-ylmethoxycarbonyl)aminomethyl]benzamide tert-butyl-2-(2-fluoro-5-(trifluoromethoxy)benzoyl)hydrazine-1-carboxylate